OCC(C)(C)NC(CN(C=1C2=C(N=C(N1)C1=NC=CC=C1)CCC2)C)=O N-(1-hydroxy-2-methylpropan-2-yl)-2-[methyl[2-(pyridin-2-yl)-5H,6H,7H-cyclopenta[d]pyrimidin-4-yl]amino]acetamide